Diazoacetic acid 2,5-dioxopyrrolidin-1-yl ester O=C1N(C(CC1)=O)OC(C=[N+]=[N-])=O